CC1(C2=C(C(C=3C4=CC=C(C=C4NC13)C(=O)N)=O)C=CC(=C2)OC[C@H]([C@@H](CO)O)O)C 6,6-Dimethyl-11-oxo-8-((2R,3R)-2,3,4-trihydroxy-butoxy)-6,11-dihydro-5H-benzo[b]carbazole-3-carboxylic acid amide